2-methyl-5-(5-(oxazol-2-yl)pyridin-3-yl)phenyl cyclohexylcarbamate C1(CCCCC1)NC(OC1=C(C=CC(=C1)C=1C=NC=C(C1)C=1OC=CN1)C)=O